CN1C=C(C2=CC=CC=C12)CCC(CC)B1OC(C(O1)(C)C)(C)C 1-methyl-3-(3-(4,4,5,5-tetramethyl-1,3,2-dioxaborolan-2-yl)pentyl)-1H-indole